[Mg].[Na] monosodium-magnesium salt